COC=1C=2N(C=CC1[C@@H](C(F)(F)F)OC)N=CC2NC2=CC(=NC=C2C(C(F)(F)F)O)NC(=O)C2CC2 N-(4-((4-methoxy-5-((S)-2,2,2-trifluoro-1-methoxyethyl)pyrazolo[1,5-a]pyridin-3-yl)amino)-5-(2,2,2-trifluoro-1-hydroxyethyl)pyridin-2-yl)cyclopropanecarboxamide